FC12C(C=CC=C1)S2 fluorobenzene sulfide